(R)-2-(6-(1-cyclopropyl-1H-pyrazol-4-yl)-3,6-dihydro-2H-pyran-4-yl)-4-(2-fluoro-4-(trifluoromethoxy)phenyl)-6,7-dimethylpteridine C1(CC1)N1N=CC(=C1)[C@H]1C=C(CCO1)C1=NC2=NC(=C(N=C2C(=N1)C1=C(C=C(C=C1)OC(F)(F)F)F)C)C